ClCCC(=C(C1=CC=CC=C1)C1=CC=C(OCCN2CCC(CC2)CN2C(C(N(C(C2([2H])[2H])([2H])[2H])C=2C=C3C(N(C(C3=CC2F)=O)C2C(NC(CC2)=O)=O)=O)([2H])[2H])([2H])[2H])C=C1)C1=CC=CC=C1 5-(4-((1-(2-(4-(4-chloro-1,2-diphenylbut-1-en-1-yl)phenoxy)ethyl)piperidin-4-yl)Methyl)piperazin-1-yl-2,2,3,3,5,5,6,6-d8)-2-(2,6-dioxopiperidin-3-yl)-6-fluoroisoindoline-1,3-dione